e-3-propanoic acid CCC(=O)O